(4-oxo-4H-quinolin-1-yl)-acetyl-(2-nitrobenzyl)hydrazine O=C1C=CN(C2=CC=CC=C12)NN(CC1=C(C=CC=C1)[N+](=O)[O-])C(C)=O